monosuccinic acid phytyl ester C(\C=C(/C)\CCC[C@H](C)CCC[C@H](C)CCCC(C)C)OC(CCC(=O)O)=O